2-(2-Bromo-pyridin-4-yl)-pentanoic acid (5-chloro-pyridin-2-yl)-amide ClC=1C=CC(=NC1)NC(C(CCC)C1=CC(=NC=C1)Br)=O